C(C1=CC=CC=C1)OCC[C@H](CO)C R-4-(benzyloxy)-2-methylbutan-1-ol